1,4-di(dimethylsilyl)benzene C[SiH](C1=CC=C(C=C1)[SiH](C)C)C